iso-butaneol C(C(C)C)O